tert-butyl[3-({[1-(7-[(3S)-3-aminopiperidin-1-yl]-4-chloro-2-{[2-(trimethylsilyl)ethoxy]methyl}-2H-indazol-6-yl)ethyl]amino}carbonyl)pyrazolo[1,5-a]pyrimidin-2-yl]carbamate C(C)(C)(C)OC(NC1=NN2C(N=CC=C2)=C1C(=O)NC(C)C=1C=C(C2=CN(N=C2C1N1C[C@H](CCC1)N)COCC[Si](C)(C)C)Cl)=O